NC1=CC=C(C=C1)C=1SC=CC1NC(O[C@H](C)C1=C(C=CC=C1)Cl)=O (R)-1-(2-chlorophenyl)ethyl N-(2-(4-aminophenyl)thiophen-3-yl)carbamate